C(C(=C)C)(=O)OCCC1=CC=CC=C1 2-phenyl-ethyl methacrylate